(R)-N-((R)-1-(naphthalen-1-yl)ethyl)spiro[chroman-4,2'-[1,3]dioxolane]-2-carboxamide C1(=CC=CC2=CC=CC=C12)[C@@H](C)NC(=O)[C@@H]1OC2=CC=CC=C2C2(OCCO2)C1